CN(C)C=NC(C1=CN=CC(=C1)C1=CC(=CC=C1)O)=O N-((dimethylamino)methylene)-5-(3-hydroxyphenyl)nicotinamide